FC(C(C(F)(F)F)(C1=C(N)C=CC(=C1)OC)F)(F)F 2-(perfluoroprop-2-yl)-4-methoxyaniline